2-((5-chloro-2-methoxypyridin-3-yl)sulfonyl)-1,2,3,4-tetrahydroisoquinoline ClC=1C=C(C(=NC1)OC)S(=O)(=O)N1CC2=CC=CC=C2CC1